[Al].[Y].[Nd] Neodymium yttrium aluminum